4-[(2Z)-2-chloro-2-hydroxyimino-ethyl]piperidine-1-carboxylic acid tert-butyl ester C(C)(C)(C)OC(=O)N1CCC(CC1)C/C(=N/O)/Cl